BrC1=C2C(=C(N=C1)OC)N(C=C2)S(=O)(=O)C2=CC=C(C=C2)C 4-bromo-7-methoxy-1-(4-methylbenzenesulfonyl)pyrrolo[2,3-c]pyridine